IC1=C(C(=CC=C1)I)C(C)C 2,6-diiodoisopropylbenzene